C(C=C)(=S)OC1=CC=CC=C1 phenyl thioacrylate